FC(OC[C@H]1N(CCC1)C1=CC=C(C(=O)OC)C=C1)F methyl (S)-4-(2-((difluoromethoxy)methyl)pyrrolidin-1-yl)benzoate